FC(C(=O)O)(F)F.ClC1=CC=C(C[C@@H]2N(C[C@@H](OC2)C(F)F)C2CCN(CC2)C=2NC(=NN2)N)C=C1 5-(4-((2R,5S)-5-(4-chlorobenzyl)-2-(difluoromethyl)morpholino)piperidin-1-yl)-4H-1,2,4-triazol-3-amine 2,2,2-trifluoroacetate